(3-(4-((tert-butyldiphenylsilyl)oxy)butoxy)pyrazin-2-yl)methanol [Si](C1=CC=CC=C1)(C1=CC=CC=C1)(C(C)(C)C)OCCCCOC=1C(=NC=CN1)CO